FC=1C=C(C(=NC1)OC)C=1N=C(C=2OCCNC2N1)NCCC1=CNC2=CC=CC=C12 2-(5-fluoro-2-methoxy-3-pyridyl)-N-[2-(1H-indol-3-yl)ethyl]-7,8-dihydro-6H-pyrimido[5,4-b][1,4]oxazin-4-amine